2-(6-chloro-5-(hydroxymethyl)-2-methyl-3-oxo-2,3-dihydropyridazin-4-yl)-N-(3,3-difluorocyclopentyl)acetamide ClC=1C(=C(C(N(N1)C)=O)CC(=O)NC1CC(CC1)(F)F)CO